O=CC(C)C=1C=C(C=CC1)CC(=O)O [3-(1-oxopropan-2-yl)phenyl]acetic acid